4-chloro-2-(((2-toluenesulfonylhydrazino)methyl)phenyl)piperazine-1-carboxylic acid tert-butyl ester C(C)(C)(C)OC(=O)N1C(CN(CC1)Cl)C1=C(C=CC=C1)CNNS(=O)(=O)CC1=CC=CC=C1